BrC=1C=C(C=CC1)C(=C)C=1C=C(SC1)C(=O)C=1C=NC=NC1 5-({4-[1-(3-bromophenyl)vinyl]-2-thienyl}carbonyl)pyrimidin